rac-(3ar,5r,7s,7ar)-5-(3-chloro-2-methylphenyl)-1,3,3,5,7-pentamethyloctahydrobenzo[c]isoxazole ClC=1C(=C(C=CC1)[C@]1(C[C@@H]2[C@H](N(OC2(C)C)C)[C@H](C1)C)C)C |r|